4-amino-7-fluoro-N-methyl-N-((1R,3R)-3-methyl-5-(trifluoromethyl)-2,3-dihydro-1H-inden-1-yl)imidazo[1,5-a]quinoxaline-8-carboxamide NC=1C=2N(C3=CC(=C(C=C3N1)F)C(=O)N([C@@H]1C[C@H](C3=CC(=CC=C13)C(F)(F)F)C)C)C=NC2